C1(=CC=CC=C1)CC(=O)OC[C@H]1C([C@H](C[C@@H]1OC(CC1=CC=CC=C1)=O)N1C=2N=C(NC(C2N=C1)=O)N)=C ((1R,3S,5S)-3-(2-amino-6-oxo-1H-purin-9(6H)-yl)-2-methylene-5-(2-phenylacetoxy)cyclopentyl)methyl 2-phenylacetate